C(C)(C=C)(CCC=C(C)CCC=C(C)C)C=1C=C(C(O)=CC1)O 4-nerolidylcatechol